2-(2-ethoxy-5-((3-((4-hydroxybutyl)amino)azetidin-1-yl)sulfonyl)phenyl)-5-methyl-7-propylimidazo[5,1-f][1,2,4]triazin-4(3H)-one C(C)OC1=C(C=C(C=C1)S(=O)(=O)N1CC(C1)NCCCCO)C1=NN2C(C(N1)=O)=C(N=C2CCC)C